7-cyclopentyl-2-((4-((3-(2-(2,6-dioxopiperidin-3-yl)-1-oxoisoindolin-4-yl)propyl)carbamoyl)phenyl)-amino)-N,N-dimethyl-7H-pyrrolo[2,3-d]pyrimidine-6-carboxamide C1(CCCC1)N1C(=CC2=C1N=C(N=C2)NC2=CC=C(C=C2)C(NCCCC2=C1CN(C(C1=CC=C2)=O)C2C(NC(CC2)=O)=O)=O)C(=O)N(C)C